2-nitro-5-thiazolylbenzoic acid anion [N+](=O)([O-])C1=C(C(=O)[O-])C=C(C=C1)C=1SC=CN1